4-(dioctylphosphoryl)-1-(4-n-nonylphenyl)butane-1,3-dione C(CCCCCCC)P(=O)(CCCCCCCC)CC(CC(=O)C1=CC=C(C=C1)CCCCCCCCC)=O